O=C1N(CCC(N1)=O)C1=NN(C2=CC(=C(C=C12)F)N1CCN(CC1)C(=O)OC(C)(C)C)C tert-Butyl 4-(3-(2,4-dioxotetrahydropyrimidin-1(2H)-yl)-5-fluoro-1-methyl-1H-indazol-6-yl)piperazine-1-carboxylate